(S)-2-(1H-imidazol-4-yl)-1-(3-phenyl-1,2,4-oxadiazol-5-yl)ethane N1C=NC(=C1)CCC1=NC(=NO1)C1=CC=CC=C1